FC1=C(C=C(C=C1F)OC)C1CCC2(CN(C2)C(=O)C2CC(C2)(C)O)CC1 (7-(2,3-Difluoro-5-methoxyphenyl)-2-azaspiro[3.5]nonan-2-yl)((1s,3s)-3-hydroxy-3-methylcyclobutyl)methanon